2-(3-(3,3-difluoro-1-((4-methyl-4H-1,2,4-triazol-3-yl)methyl)cyclobutyl)phenyl)-4-(difluoromethyl)-6-(((1-methylcyclobutyl)amino)methyl)isoindolin-1-one FC1(CC(C1)(CC1=NN=CN1C)C=1C=C(C=CC1)N1C(C2=CC(=CC(=C2C1)C(F)F)CNC1(CCC1)C)=O)F